ClC1=CC2=C(NC(NC2=O)=O)C=N1 6-chloropyrido[3,4-d]pyrimidine-2,4(1H,3H)-dione